(S)-2-((2-((S)-4-(difluoromethyl)-2-oxooxaazolidin-3-yl)-5,6-dihydrobenzo[f]imidazo[1,2-d][1,4]oxazepin-9-yl)amino)propanamide FC([C@H]1N(C(OC1)=O)C=1N=C2N(CCOC3=C2C=CC(=C3)N[C@H](C(=O)N)C)C1)F